N[C@@H]1CN(CC[C@@H]1F)C1=NC2=C(N1CC(=O)N1CCOCC1)C=CC(=C2)C(F)(F)F 2-(2-((3R,4S)-3-Amino-4-fluoropiperidin-1-yl)-5-(trifluoromethyl)-1H-benzo[d]imidazol-1-yl)-1-morpholinoethan-1-on